N-(4-(4-amino-7-oxo-3-(4-(pyrrolidin-1-ylmethyl)phenyl)-6,7-dihydro-2H-pyrazolo[3,4-d]pyridazin-2-yl)phenyl)acrylamide NC=1C=2C(C(NN1)=O)=NN(C2C2=CC=C(C=C2)CN2CCCC2)C2=CC=C(C=C2)NC(C=C)=O